Ethyl 5-methyl-1-(4-nitrophenyl)-1H-imidazole-4-carboxylate CC1=C(N=CN1C1=CC=C(C=C1)[N+](=O)[O-])C(=O)OCC